(2S,3S,4R,5S)-5-(6-((3,5-dimethylbenzyl)amino)-2-(5-methoxypyridin-3-yl)-9H-purin-9-yl)-3,4-dihydroxyl-N-methyltetrahydrofuran-2-carboxamide CC=1C=C(CNC2=C3N=CN(C3=NC(=N2)C=2C=NC=C(C2)OC)[C@@H]2[C@@H]([C@@H]([C@H](O2)C(=O)NC)O)O)C=C(C1)C